CP(OCCCC)(SCCN(CC)CC)=O O-butyl S-[2-(diethylamino)ethyl] methylphosphonothioate